N,N-dimethyl-4-{[(2S)-1-(4-{[5-(3-methyl-1,2-oxazol-5-yl)thiophen-2-yl]sulfonyl}piperazin-1-yl)propan-2-yl]amino}quinazoline-8-carboxamide CN(C(=O)C=1C=CC=C2C(=NC=NC12)N[C@H](CN1CCN(CC1)S(=O)(=O)C=1SC(=CC1)C1=CC(=NO1)C)C)C